(9H-fluoren-9-yl)methyl 4-(5-(((tert-butyldimethylsilyl)oxy)(phenyl)methyl)oxazol-2-yl)piperazine-1-carboxylate [Si](C)(C)(C(C)(C)C)OC(C1=CN=C(O1)N1CCN(CC1)C(=O)OCC1C2=CC=CC=C2C=2C=CC=CC12)C1=CC=CC=C1